COC1=C(C=CC=C1)C=CN1CN(CN(C1)C(Cl)(Cl)Cl)C(Cl)(Cl)Cl 1-{2-(2-methoxyphenyl)vinyl}-3,5-bis(trichloromethyl)-s-triazine